ClC1=CC=C(S1)CN(C1=C(C(=NN1C(=O)C1=COC=C1C)C1C(CN(C1C(F)(F)F)C(CN1CCOCC1)=O)=O)OC)C 4-(5-{[(5-chlorothiophen-2-yl)methyl](methyl)amino}-4-methoxy-1-(4-methylfuran-3-carbonyl)-1H-pyrazol-3-yl)-1-[2-(morpholin-4-yl)acetyl]-5-(trifluoromethyl)pyrrolidin-3-one